tert-butyl N-[2-(2-hydroxyethoxy)-3-[2-methyl-7-(4,4,5,5-tetramethyl-1,3,2-dioxaborolan-2-yl)benzimidazol-1-yl]propyl]-N-methyl-carbamate OCCOC(CN(C(OC(C)(C)C)=O)C)CN1C(=NC2=C1C(=CC=C2)B2OC(C(O2)(C)C)(C)C)C